CO[C@H](C)[C@H]1C(NC=2C(=NC(=NC2N1C)NCC=1C=NN(C1)CC1=CC(=NN1C)C(F)(F)F)C)=O (S)-7-((R)-1-methoxyethyl)-4,8-dimethyl-2-(((1-((1-methyl-3-(trifluoromethyl)-1H-pyrazol-5-yl)methyl)-1H-pyrazol-4-yl)methyl)amino)-7,8-dihydropteridin-6(5H)-one